N[C@@H](C)C(=O)N[C@@H](CCC(N)=O)C(=O)O alanylglutamine